6-methoxynaphthalen-1-ol COC=1C=C2C=CC=C(C2=CC1)O